BrC1=CC=C2C(=N1)C(N(N2C)C)=O 5-bromo-1,2-dimethylpyrazolo[4,3-b]pyridin-3-one